N,N'-dimethyl-4,4'-bipyridine CN1C=CC(C=C1)=C1C=CN(C=C1)C